COC(=O)C=1N(N=CC1)C 2-methyl-pyrazole-3-carboxylic acid methyl ester